sulfhydryl nitrite N(=O)OS